N-cyclooctyl-4,6-dimethyl-1H-pyrrolo[2,3-b]pyridine-2-carboxamide C1(CCCCCCC1)NC(=O)C1=CC=2C(=NC(=CC2C)C)N1